methyl 4-((5-chloropyridin-2-yl)oxy)benzoate ClC=1C=CC(=NC1)OC1=CC=C(C(=O)OC)C=C1